BrC1=CC=C(S1)C1=CC=C(C2=NSN=C21)C=2SC(=CC2)Br 4,7-bis(5-bromothiophen-2-yl)benzo[c][1,2,5]thiadiazole